C(CCCCCCCCCC(C)O)O dodecane-1,11-diol